2-((2-chloro-3-cyanophenyl)amino)-6-cyclopropylnicotinonitrile ClC1=C(C=CC=C1C#N)NC1=C(C#N)C=CC(=N1)C1CC1